tert-Butyl 4-(4-(1-((2-(2,6-dioxopiperidin-3-yl)-1,3-dioxoisoindolin-4-yl)amino)ethyl)-1H-pyrazol-1-yl)piperidine-1-carboxylate O=C1NC(CCC1N1C(C2=CC=CC(=C2C1=O)NC(C)C=1C=NN(C1)C1CCN(CC1)C(=O)OC(C)(C)C)=O)=O